CC1(OCCC(C1)C(=O)O)C 2,2-dimethyltetrahydropyran-4-carboxylic acid